ClC1=CC(=NC=N1)NC(=O)[C@@H]1[C@H](C1)C1=NC(=CN=C1)C |r| rac-(1S*,2S*)-N-(6-chloropyrimidin-4-yl)-2-(6-methylpyrazin-2-yl)cyclopropane-1-carboxamide